ClC1=CC(=NC=C1)[C@@H]1[C@H](C1)C(=O)NC1=NC(=NC(=C1)NCC=1N=C2N(C=C(C=C2N2C(NC(C2)=O)=O)C2CC2)C1)O (1S,2S)-2-(4-chloropyridin-2-yl)-N-(6-(((6-cyclopropyl-8-(2,4-dioxoimidazolidin-1-yl)imidazo[1,2-a]pyridin-2-yl)methyl)amino)-2-hydroxypyrimidin-4-yl)cyclopropane-1-carboxamide